BrC(C1=C(C(=C(C(=C1C)C)C)C)C)Br dibromo(hexamethylbenzene)